COC1=CC=C(N[C@H](C=C)C2=CC=CC=C2)C=C1 (R)-4-methoxy-N-(1-phenylallyl)aniline